FC(C1=CC=C(C=N1)N1C[C@H](CC1)CO)(F)F (S)-(1-(6-(trifluoromethyl)pyridin-3-yl)pyrrolidin-3-yl)methanol